C(C)(C)(C)OC(=O)N1[C@@H](CN([C@H](C1)CC)C=1C=2N(N(C(C1)=O)C)C=C(N2)CC#N)C (2r,5s)-4-(2-(cyanomethyl)-5-methyl-6-oxo-5,6-dihydroimidazo[1,2-b]pyridazin-8-yl)-5-ethyl-2-methylpiperazine-1-carboxylic acid tert-butyl ester